C(=O)(O)C1=CC=C(C=C1)CCN(CCC1=C(C=CC=C1)OCC1=C(C=C(C=C1)C1=CC=C(C=C1)C(F)(F)F)Cl)C=1C(=NC=2CCCCC2C1)C(=O)O (5S)-{[2-(4-carboxyphenyl)ethyl][2-(2-([3-chloro-4'-(trifluoromethyl)biphenyl-4-yl]methoxy)phenyl)ethyl]-amino}-5,6,7,8-tetrahydroquinoline-2-carboxylic acid